2,3,5,6-tetrafluoro-4-(2-hydroxypropan-2-yl)phenol FC1=C(C(=C(C(=C1F)C(C)(C)O)F)F)O